N2-[7-bromo-2-(4-methoxyphenyl)[1,2,4]triazolo[1,5-c]quinazolin-5-yl]-N-[2-(methylamino)ethyl]-D-alaninamide hydrogen chloride Cl.BrC1=CC=CC=2C=3N(C(=NC12)N[C@H](C)C(=O)NCCNC)N=C(N3)C3=CC=C(C=C3)OC